bis(cyclopentadienyl)titanium (IV) difluoride [F-].[F-].C1(C=CC=C1)[Ti+2]C1C=CC=C1